ClC=1C=NN(C1)C(C(=O)OCCC(=C(F)F)F)C 3,4,4-trifluorobut-3-en-1-yl 2-(4-chloro-1H-pyrazol-1-yl)propanoate